C(=O)(OC(C)(C)C)CCC(O)N 3-Boc-amino-1-propanol